CN1CCC(CC1)C1=CC(=C(C(=O)OC(C)(C)C)C=C1)NC1CCOCC1 tert-butyl 4-(1-methylpiperidin-4-yl)-2-((tetrahydro-2H-pyran-4-yl)amino)benzoate